4-(2-((6-bromopyridin-3-yl)oxy)ethyl)morpholine BrC1=CC=C(C=N1)OCCN1CCOCC1